FC=1C=C(C=NC2=NN=C(S2)C=2C=C(C(O)=CC2)O)C=CC1 4-{5-[(3-fluorobenzylidene)amino]-1,3,4-thiadiazole-2-yl}catechol